4-methoxy-N-(4-methoxyphenyl)-N-(4-(4,4,5,5-tetramethyl-1,3,2-dioxaborolan-2-yl)phenyl)aniline B1(OC(C(O1)(C)C)(C)C)C2=CC=C(C=C2)N(C3=CC=C(C=C3)OC)C4=CC=C(C=C4)OC